5,6'-difluoro-1'H-1,2'-bibenzo[d]imidazole FC1=CC2=C(N(C=N2)C2=NC3=C(N2)C=C(C=C3)F)C=C1